3-((4-((4-(piperidin-1-ylmethyl)benzyl)amino)phenyl)amino)piperidine-2,6-dione N1(CCCCC1)CC1=CC=C(CNC2=CC=C(C=C2)NC2C(NC(CC2)=O)=O)C=C1